3-(4-chloro-2-fluorophenyl)-8-((2-chlorothiazol-5-yl)methyl)pyrido[2,3-d]pyrimidine-2,4(3H,8H)-dione ClC1=CC(=C(C=C1)N1C(N=C2C(C1=O)=CC=CN2CC2=CN=C(S2)Cl)=O)F